(S)-(7-Chloro-4-fluoro-1H-benzo[d]imidazol-2-yl)(2,8-dimethyl-5,6-dihydro-[1,2,4]triazolo[1,5-a]pyrazin-7(8H)-yl)methanone ClC1=CC=C(C2=C1NC(=N2)C(=O)N2[C@H](C=1N(CC2)N=C(N1)C)C)F